4-((7-methyl-1H-indol-3-yl)methylene)-2-phenyloxazol-5(4H)-one CC=1C=CC=C2C(=CNC12)C=C1N=C(OC1=O)C1=CC=CC=C1